5-methyl-benzonitrile CC=1C=CC=C(C#N)C1